N-lauroyl-amide C(CCCCCCCCCCC)(=O)[NH-]